CC=1C=C(C=CC1C)NN (3,4-dimethylphenyl)hydrazine